di(3,5-dimethylphenyl)naphthylphosphine oxide CC=1C=C(C=C(C1)C)P(C1=CC=CC2=CC=CC=C12)(C1=CC(=CC(=C1)C)C)=O